trans-3-((6-Chloropyridazin-3-yl)amino)cyclobutan-1-ol ClC1=CC=C(N=N1)N[C@@H]1C[C@H](C1)O